(3S,4R)-N-(2-chloro-3-thienyl)-1-methyl-4-[1-methyl-3-(chloro)-3H-pyrazol-5-yl]-2-oxo-pyrrolidine-3-carboxamide ClC=1SC=CC1NC(=O)[C@H]1C(N(C[C@@H]1C1=CC(NN1C)Cl)C)=O